eicosyl-dimethoxysilane C(CCCCCCCCCCCCCCCCCCC)[SiH](OC)OC